2'-((4-(2-methoxyvinyl)-1,3-phenylene)bis(oxy))bis(tetrahydro-2H-pyran) COC=CC1=C(C=C(C=C1)OC1OCCCC1)OC1OCCCC1